Ethyl 3-(3-(1-(3-(5-((4,6-difluoro-1H-indol-5-yl)oxy)-2-fluorophenyl)-5,6,7,8-tetrahydroimidazo[1,5-a]pyridin-1-yl)ethyl)-2-fluorophenyl)propanoate FC1=C2C=CNC2=CC(=C1OC=1C=CC(=C(C1)C1=NC(=C2N1CCCC2)C(C)C=2C(=C(C=CC2)CCC(=O)OCC)F)F)F